[7-[2,4-difluoro-6-[(2R)-2-hydroxypropoxy] phenyl]-6-[(7S)-7-methyl-5-prop-2-enoyl-6,7-dihydro-4H-pyrazolo[1,5-a]pyrazin-2-yl] thieno[3,2-c]pyridin-4-yl] triflate O(S(=O)(=O)C(F)(F)F)C1=NC(=C(C2=C1C=CS2)C2=C(C=C(C=C2OC[C@@H](C)O)F)F)C2=NN1C(CN(C[C@@H]1C)C(C=C)=O)=C2